N[C@@H]1CN(CC1)C(CNC(C1=C(C=C(C=C1)NC=1C=2N(C=CN1)C(=CN2)C=2C(=NN(C2)CC#N)C(F)(F)F)CC)=O)=O N-[2-[(3S)-3-aminopyrrolidin-1-yl]-2-oxo-ethyl]-4-[[3-[1-(cyanomethyl)-3-(trifluoromethyl)pyrazol-4-yl]imidazo[1,2-a]pyrazin-8-yl]amino]-2-ethyl-benzamide